Cl.FC=1C2=C(C=NC1N1C[C@H](OCC1)C)N=C(N2)C2=CC(=CN2)C(=O)C=2C(=NC=CC2)C(F)(F)F (R)-(5-(7-fluoro-6-(2-methylmorpholino)-1H-imidazo[4,5-c]pyridin-2-yl)-1H-pyrrol-3-yl)(2-(trifluoromethyl)pyridin-3-yl)methanone hydrochloride